3-((4-((2-cyclopropyl-4-(6-methylpyridin-2-yl)thiazol-5-yl)oxy)pyridin-2-yl)amino)-N-methylbenzamide C1(CC1)C=1SC(=C(N1)C1=NC(=CC=C1)C)OC1=CC(=NC=C1)NC=1C=C(C(=O)NC)C=CC1